4-chloropentylbutyloxymethyl ether ClC(CCCC(OCCCC)OC(CCCC(C)Cl)OCCCC)C